quater-phenyl C1(=CC=CC=C1)C=1C(=CC=CC1)C=1C(=CC=CC1)C1=CC=CC=C1